4,6-diphenyl-2-bromonicotinonitrile C1(=CC=CC=C1)C1=CC(=NC(=C1C#N)Br)C1=CC=CC=C1